8-[(3aR,6aR)-2-(4-fluorophenyl)-1,3,3a,4,6,6a-hexahydropyrrolo[3,4-c]pyrrol-5-yl]-5-methyl-6-oxo-1,5-naphthyridine-2-carbonitrile FC1=CC=C(C=C1)N1C[C@@H]2CN(C[C@H]2C1)C1=CC(N(C=2C=CC(=NC12)C#N)C)=O